(E)-4-(3-(2-(7-azabicyclo[2.2.1]heptan-7-yl)acetyl)-2,4-dimethyl-5-(4-(methylsulfonyl)but-1-en-1-yl)-1H-pyrrol-1-yl)benzonitrile C12CCC(CC1)N2CC(=O)C2=C(N(C(=C2C)\C=C\CCS(=O)(=O)C)C2=CC=C(C#N)C=C2)C